ClC1=CC=C(C=C1)NC(CCC1=CC(=CC=C1)NC=1C(N(C(C1)=O)C1C(NC(CC1)=O)=O)=O)=O N-(4-chlorophenyl)-3-(3-((1-(2,6-dioxopiperidin-3-yl)-2,5-dioxo-2,5-dihydro-1H-pyrrol-3-yl)amino)phenyl)propanamide